6-propyl-6-azaspiro[2.5]octane-1-carboxamide C(CC)N1CCC2(CC2C(=O)N)CC1